(+/-)-isopropyl (1S,3S)-3-((2-fluoro-6-(1-methyl-5-((((4-nitrophenoxy)carbonyl) oxy)methyl)-1H-pyrazol-4-yl)pyridin-3-yl)oxy)cyclohexane-1-carboxylate FC1=NC(=CC=C1O[C@@H]1C[C@H](CCC1)C(=O)OC(C)C)C=1C=NN(C1COC(=O)OC1=CC=C(C=C1)[N+](=O)[O-])C |r|